CN1N=CC=2C1=NC(=NC2NCC2=CC=C(C=C2)S(=O)(=O)N)NC2=CC=CC=C2 4-(((1-Methyl-6-(phenylamino)-1H-pyrazolo[3,4-d]pyrimidin-4-yl)amino)methyl)-benzenesulfonamide